CC=1C(=NN(C1)CC#N)[N+](=O)[O-] 2-(4-methyl-3-nitro-pyrazol-1-yl)acetonitrile